4-(2-bromo-5-fluoro-3-isopropyl-phenyl)-2-fluoropyridine BrC1=C(C=C(C=C1C(C)C)F)C1=CC(=NC=C1)F